(S)-3-(1-(6-ethoxy-5-methoxypyridin-2-yl)-2-(methylsulfonyl)ethyl)-6-(2-ethylphenyl)-7-methyl-1H-imidazo[4,5-b]pyridin-2(3H)-one C(C)OC1=C(C=CC(=N1)[C@@H](CS(=O)(=O)C)N1C(NC=2C1=NC=C(C2C)C2=C(C=CC=C2)CC)=O)OC